FC(CN1C[C@@H](CCC1)N)F (R)-1-(2,2-difluoroethyl)piperidin-3-amine